N-(4-methylphenylsulfonyloxy)diphenylmaleimide CC1=CC=C(C=C1)S(=O)(=O)ON1C(C(=C(C1=O)C1=CC=CC=C1)C1=CC=CC=C1)=O